[Cl-].C(C)OC(C(C)OCC)[N+](C)(C)C (1,2-diethoxypropyl)trimethyl-ammonium chloride